5-phenyl-1,3-dihydro-azepin-2-one C1(=CC=CC=C1)C1=CCC(NC=C1)=O